1-(3-isocyanopropyl)-4-methylpiperazine [N+](#[C-])CCCN1CCN(CC1)C